FC1(CC(C1)CN1CCC(CC1)CS(=O)(=O)N1[C@H]2CC(C[C@@H]1CC2)NC(=O)C2=NOC(=C2)C2COC2)F N-((1R,3r,5S)-8-(((1-((3,3-difluorocyclobutyl)methyl)piperidin-4-yl)methyl)sulfonyl)-8-azabicyclo[3.2.1]octan-3-yl)-5-(oxetan-3-yl)isoxazole-3-carboxamide